N(C1=CC=CC=C1)C1=NC=NC(=N1)N1CCOCC1 4-anilino-6-morpholino-s-triazin